bis(butylperoxy)cyclohexane C(CCC)OOC1(CCCCC1)OOCCCC